N=1C=C(N2C1C=CC=C2)C=2C=C1C(=CN=CC1=CC2)OC2=C(C#N)C=CC=C2 ((6-(imidazo[1,2-a]pyridin-3-yl)isoquinolin-4-yl)oxy)benzonitrile